BrC=1C=NN2C1N=C(N=C2NCC=2NC(=CN2)C2=C(C=CC=C2)C)N2CCOCC2 8-bromo-N-{[5-(2-methylphenyl)-1H-imidazol-2-yl]methyl}-2-(morpholin-4-yl)pyrazolo[1,5-a][1,3,5]triazin-4-amine